C1(CC1)[C@]1(C(N(C[C@H]1C)C=1C=2N(N=CC1)C=C(C2)C=2C=NN(C2)C(C)C)=O)C#N (3R,4S)-3-cyclopropyl-4-methyl-2-oxo-1-[6-(1-propan-2-ylpyrazol-4-yl)pyrrolo[1,2-b]pyridazin-4-yl]pyrrolidine-3-carbonitrile